FC(COC(OCC(F)(F)F)=O)(F)F.ClCCC1=CC(=CC=C1)CCCl 1,3-bis(2-chloroethyl)benzene bis(2,2,2-trifluoroethyl)carbonate